methyl 2-[5-[3-[2-(5-bromo-2-nitro-anilino)ethoxy]azetidin-1-yl]-1-methyl-pyrazol-4-yl]-6-methyl-pyridine-4-carboxylate BrC=1C=CC(=C(NCCOC2CN(C2)C2=C(C=NN2C)C2=NC(=CC(=C2)C(=O)OC)C)C1)[N+](=O)[O-]